1-(8-Amino-7-fluoro-6-(4-methyl-5,6,7,8-tetrahydro-1,5-naphthyridin-3-yl)isoquinolin-3-yl)-3-(3,3-difluorocyclobutyl)urea NC=1C(=C(C=C2C=C(N=CC12)NC(=O)NC1CC(C1)(F)F)C=1C=NC=2CCCNC2C1C)F